COC1C(CCC2=CC=CC=C12)CN(C)C methoxy-2-(N,N-dimethylamino)methyltetrahydronaphthalene